3-Bromo-6-(5-oxo-5,7-dihydro-spiro[cyclopenta[b]pyridin-6,4'-piperidin]-1'-yl)-1H-pyrazolo[3,4-d]pyrimidine-4-carbonitrile BrC1=NNC2=NC(=NC(=C21)C#N)N2CCC1(CC2)C(C=2C(=NC=CC2)C1)=O